2,6-di(tert-butyl)p-cresol C(C)(C)(C)C1=CC(=CC(=C1O)C(C)(C)C)C